(S)-3-((S)-2-(5-(2-(azetidin-1-yl)ethyl)-2-oxo-4-(trifluoromethyl)pyridin-1(2H)-yl)-4-methylpentanamido)-3-(4-fluoro-2',3',6'-trimethyl-5-(trifluoromethyl)biphenyl-3-yl)propanoic acid N1(CCC1)CCC=1C(=CC(N(C1)[C@H](C(=O)N[C@@H](CC(=O)O)C=1C=C(C=C(C1F)C(F)(F)F)C1=C(C(=CC=C1C)C)C)CC(C)C)=O)C(F)(F)F